ClC=1C(=NN(C(C1Cl)=O)CC(=O)NC1=CC(=C(C=C1)C)S(N(C)C)(=O)=O)N(C)C 2-(4,5-dichloro-3-(dimethylamino)-6-oxopyridazin-1(6H)-yl)-N-(3-(N,N-dimethylsulfamoyl)-4-methylphenyl)acetamide